ethyl 5-((tert-butoxycarbonyl) amino)-4-chloropyrazolo[1,5-a]pyridine-3-carboxylate C(C)(C)(C)OC(=O)NC1=C(C=2N(C=C1)N=CC2C(=O)OCC)Cl